[Si](C)(C)(C(C)(C)C)C(C#CCC)O 1-(tert-butyldimethylsilyl)-2-pentyn-1-ol